(1R,5S,6r)-3-azabicyclo[3.1.0]Hexane-6-yl-(2-thienyl)methanone TFA salt OC(=O)C(F)(F)F.[C@H]12CNC[C@@H]2C1C(=O)C=1SC=CC1